C(C)OC(=O)C=1N=CSC1C=1C(=CC=C2C(=C(N=CC12)C(NCCC)=O)N)F 5-(4-amino-7-fluoro-3-(propylcarbamoyl)isoquinolin-8-yl)thiazole-4-carboxylic acid ethyl ester